BrCCOCCOCC#C 3-(2-(2-bromoethoxy)ethoxy)prop-1-yne